CC1=C(C=CC=C1)OC#CC Propynyl (2-methyl)phenyl ether